4-((dimethylamino)methylene)-3,5-dioxo-N-propylcyclohexane-1-carboxamide CN(C)C=C1C(CC(CC1=O)C(=O)NCCC)=O